COC1=CC=C(C=N1)C=1N=C(C2=C(N1)C=C(S2)/C=C/C(=O)N2CCN(CC2)S(=O)(=O)C)N2CCOCC2 (E)-3-(2-(6-methoxy-3-pyridinyl)-4-morpholino-6-thieno[3,2-d]pyrimidinyl)-1-(4-methanesulfonyl-1-piperazinyl)-2-propen-1-one